FC(OC1=C(C=CC(=C1F)F)[C@H]1[C@@H](O[C@@]([C@@H]1C)(C(F)(F)F)C)C(=O)NC1=CC(=NC=C1C)C(=O)N)F (2R,3S,4R,5S)-4-[[3-[2-(difluoromethoxy)-3,4-difluoro-phenyl]-4,5-dimethyl-5-(trifluoromethyl)tetrahydrofuran-2-carbonyl]amino]-5-methyl-pyridine-2-carboxamide